trifluoromethanesulfonyl trifluoromethanesulfonate FC(S(=O)(=O)OS(=O)(=O)C(F)(F)F)(F)F